OC1=CC2=C(N(C(S2)=O)C2=CC=C(C=C2)C(F)(F)F)C=C1 6-hydroxy-3-(4-(trifluoromethyl)-phenyl)-benzothiazol-2(3H)-one